2-((1-(4-(2-(2-Aminopyridin-3-yl)-5-(4-chlorophenyl)-3H-imidazo[4,5-b]pyridin-3-yl)benzyl)piperidin-4-yl)amino)pyrimidine-4-carbonitrile NC1=NC=CC=C1C1=NC=2C(=NC(=CC2)C2=CC=C(C=C2)Cl)N1C1=CC=C(CN2CCC(CC2)NC2=NC=CC(=N2)C#N)C=C1